CC=1C=C(C=CC1)C1=CC(=C(C=C1C(=O)N)C(=O)N)C1=CC(=CC=C1)C bis-(3-methylphenyl)isophthalic acid diamide